bis(iminopyridine) iron [Fe].N=C1NC=CC=C1.N=C1NC=CC=C1